NCC=1C=C(C=CC1)CC(=O)OC(C)(C)C tert-butyl 2-(3-(aminomethyl)phenyl)acetate